O=C1NC(CCC1N1C(C2=CC=C(C=C2C1)C(=O)N[C@@H](C(F)(F)F)C1=C(C=CC=C1)CN1CCOCC1)=O)=O 2-(2,6-dioxopiperidin-3-yl)-1-oxo-N-((R)-2,2,2-trifluoro-1-(2-(morpholinomethyl)phenyl)ethyl)isoindoline-5-carboxamide